2-bromo-5-(10-(triphenylen-2-yl)anthracen-9-yl)pyridine BrC1=NC=C(C=C1)C=1C2=CC=CC=C2C(=C2C=CC=CC12)C1=CC=2C3=CC=CC=C3C3=CC=CC=C3C2C=C1